4-(4-((1R,5S)-3,8-diazabicyclo[3.2.1]octan-3-yl)-8-fluoro-2-(4-methylpiperazin-1-yl)quinazolin-7-yl)naphthalen-2-ol [C@H]12CN(C[C@H](CC1)N2)C2=NC(=NC1=C(C(=CC=C21)C2=CC(=CC1=CC=CC=C21)O)F)N2CCN(CC2)C